5-(cis-3-(trifluoromethoxy)cyclobutyl)-1,3,4-oxadiazol-2-amine FC(O[C@H]1C[C@H](C1)C1=NN=C(O1)N)(F)F